Tert-butyl (1R,5S)-3-((5R,7R)-7-fluoro-5-methyl-6,7-dihydro-5H-cyclopenta[d]pyrimidin-4-yl)-3,8-diazabicyclo[3.2.1]octane-8-carboxylate F[C@@H]1C[C@H](C2=C1N=CN=C2N2C[C@H]1CC[C@@H](C2)N1C(=O)OC(C)(C)C)C